FC(C1=CC=C(CN2CCC(CC2)O)C=C1)(F)F 1-(4-(trifluoromethyl)benzyl)-4-hydroxypiperidine